N-(1-(4-fluorophenyl)-4-(6-oxohexyl)-1H-imidazol-2-yl)-3-(1-((2-(trimethylsilyl)ethoxy)methyl)-1H-pyrazol-4-yl)benzamide FC1=CC=C(C=C1)N1C(=NC(=C1)CCCCCC=O)NC(C1=CC(=CC=C1)C=1C=NN(C1)COCC[Si](C)(C)C)=O